C(C)(C)(C)OC(=O)N(C(OC(C)(C)C)=O)C1=NC(=CN=C1)B1OC(C(O1)(C)C)(C)C tert-butyl N-tert-butoxycarbonyl-N-[6-(4,4,5,5-tetramethyl-1,3,2-dioxaborolan-2-yl)pyrazin-2-yl]carbamate